1-(3-fluoropyridin-2-yl)-1H-pyrazol-3-amine FC=1C(=NC=CC1)N1N=C(C=C1)N